2-(4-(2-Acetyl-5-chlorophenyl)-5-methoxy-2-oxopyridin-1(2H)-yl)-N-(4-(dimethylphosphoryl)benzeneyl)-3-phenylpropanamide C(C)(=O)C1=C(C=C(C=C1)Cl)C1=CC(N(C=C1OC)C(C(=O)NC1=CC=C(C=C1)P(=O)(C)C)CC1=CC=CC=C1)=O